((3-bromo-2,4,6-trifluorophenyl)sulfonyl)-(isothiazol-3-yl)carbamic acid tert-butyl ester C(C)(C)(C)OC(N(C1=NSC=C1)S(=O)(=O)C1=C(C(=C(C=C1F)F)Br)F)=O